C(C)(C)OC=1C(=CSC1)C=1N=NN(C1)C1C(NC(CC1)=O)=O 3-[4-(4-isopropoxythiophen-3-yl)-1H-1,2,3-triazol-1-yl]piperidine-2,6-dione